1-(2-((2-((3-chloro-2-fluorobenzyl)amino)-2-oxoethyl)(cyclopropyl)amino)-2-oxoethyl)-5-(hydroxymethyl)-1H-indazole-3-carboxamide ClC=1C(=C(CNC(CN(C(CN2N=C(C3=CC(=CC=C23)CO)C(=O)N)=O)C2CC2)=O)C=CC1)F